4-(5-(2-chlorophenoxy)-1H-pyrazolo[3,4-c]pyridin-1-yl)-N-(oxetan-3-yl)thiophene-2-carboxamide ClC1=C(OC=2C=C3C(=CN2)N(N=C3)C=3C=C(SC3)C(=O)NC3COC3)C=CC=C1